2-(4-(3-ethyl-2-(2-methylpyridin-4-yl)-1H-indol-5-yl)piperidin-1-yl)acetic acid C(C)C1=C(NC2=CC=C(C=C12)C1CCN(CC1)CC(=O)O)C1=CC(=NC=C1)C